C(C)(C)(C)C1N(CC12CN(C2)C=2N=NC(=CC2)C(NC2CCC(CC2)OC2=CC(=C(C=C2)C#N)Cl)=O)C(=O)N t-butyl-6-(6-(((1r,4r)-4-(3-chloro-4-cyanophenoxy)cyclohexyl)carbamoyl)pyridazine-3-yl)-2,6-diazaspiro[3.3]heptane-2-amide